N,N-dibenzyl-6-fluoropyrazolo[1,5-a]pyrimidin-5-amine C(C1=CC=CC=C1)N(C1=NC=2N(C=C1F)N=CC2)CC2=CC=CC=C2